imidazole-1-sulfonamide N1(C=NC=C1)S(=O)(=O)N